(S)-quinuclidin-3-yl (6-(4-(2-methoxyethoxy)phenyl)-2,2-dimethyl-2,3-dihydro-1H-inden-1-yl)carbamate COCCOC1=CC=C(C=C1)C1=CC=C2CC(C(C2=C1)NC(O[C@@H]1CN2CCC1CC2)=O)(C)C